ClC1=C(C(=O)NC2=C3C=NN(C3=CC=C2)C2=CC(=NC=C2)C)C(=CC=C1CNC(C(C)(C)C)=O)Cl 2,6-dichloro-3-{[(2,2-dimethylpropanoyl)amino]methyl}-N-[1-(2-methylpyridin-4-yl)-1H-indazol-4-yl]benzamide